C(C1=CC=CC=C1)C1COCCN1C=1C=C2C(=CN1)N(N=C2C)C=2C(=C(C(=C(C2)C(F)(F)F)F)O)F 3-(5-(3-Benzylmorpholino)-3-methyl-1H-pyrazolo[3,4-c]pyridin-1-yl)-2,6-difluoro-5-(trifluoromethyl)phenol